5-bromo-4,6-dimethylpyrimidin-2-ol BrC=1C(=NC(=NC1C)O)C